CN(C=1SC(=CN1)CN1CC2(CC(N3N=C(C=C32)C=3C=NC2=CC=CC=C2C3)C)C1)C N,N-dimethyl-5-{[6'-methyl-2'-(quinolin-3-yl)-5',6'-dihydrospiro[azetidine-3,4'-pyrrolo[1,2-b]pyrazol]-1-yl]methyl}-1,3-thiazol-2-amine